The molecule is a diterpene lactone isolated from the whole plant Ajuga ciliata. It has a role as a plant metabolite. It is a diterpene lactone, a carbobicyclic compound, a butenolide, an acetate ester, an enoate ester and a diol. It derives from a tiglic acid. C/C=C(\\C)/C(=O)OC[C@@]12[C@H](CCC[C@@]1(COC(=O)C)O)[C@@]([C@@H](C[C@@H]2O)C)(C)CCC3=CC(=O)OC3